3-[(7-{[(2R)-1,4-dioxan-2-ylmethyl]carbamoyl}-8-methyl-4,5-dihydro-2H-furo[2,3-g]indazol-2-yl)methyl]azetidine-1-carboxylic acid tert-butyl ester C(C)(C)(C)OC(=O)N1CC(C1)CN1N=C2C3=C(CCC2=C1)OC(=C3C)C(NC[C@H]3OCCOC3)=O